N=1N2C(C=C(C1)C(=O)[O-])=CC=C2 pyrrolo[1,2-b]pyridazine-3-carboxylate